O1CC12CCN(CC2)C(=O)C2=CC=C(C=C2)C(F)(F)F (1-oxa-6-azaspiro[2.5]oct-6-yl)(4-(trifluoromethyl)phenyl)methanone